(R,Z)-3-((3-butyl-2-methyl-7-(methylthio)-1,1-dioxido-5-((tetrahydro-2H-pyran-4-yl)methyl)-2,3,4,5-tetrahydrobenzo[f][1,2,5]thiadiazepin-8-yl)oxy)-2-fluoroacrylic acid C(CCC)[C@H]1N(S(C2=C(N(C1)CC1CCOCC1)C=C(C(=C2)O\C=C(\C(=O)O)/F)SC)(=O)=O)C